ClCCCN1CC=2C=C3C(=CC2C1)C(N(C3=O)C3C(NC(CC3)=O)=O)=O 6-(3-chloropropyl)-2-(2,6-dioxopiperidin-3-yl)-6,7-dihydropyrrolo[3,4-f]isoindole-1,3(2H,5H)-dione